N-((5-(1-hydroxycyclopropyl)-6-(isoxazol-3-ylmethoxy)-1-(phenylsulfonyl)-1H-indol-2-yl)methyl)-1-methylcyclopropane-1-carboxamide OC1(CC1)C=1C=C2C=C(N(C2=CC1OCC1=NOC=C1)S(=O)(=O)C1=CC=CC=C1)CNC(=O)C1(CC1)C